2-(2-(2-chloro-4-(methoxymethoxy)phenyl)thiazol-4-yl)acetic acid ClC1=C(C=CC(=C1)OCOC)C=1SC=C(N1)CC(=O)O